5-(3-fluoroimidazo[1,2-a]pyridin-6-yl)-7H-pyrrolo[2,3-d]pyrimidin-2-amine FC1=CN=C2N1C=C(C=C2)C2=CNC=1N=C(N=CC12)N